4-(2-amino-4-bromophenyl)but-3-yn-1-ol NC1=C(C=CC(=C1)Br)C#CCCO